COC1=C2N(N=C1C(=O)NC)C(CC2)C2=CC=CC=C2 methoxy-N-methyl-6-phenyl-5,6-dihydro-4H-pyrrolo[1,2-b]pyrazole-2-carboxamide